NC=1C=CC(=C2CN(C(C12)=O)CC1OC1)C1=CC=C2C=NN(C2=C1)C 7-amino-4-(1-methyl-1H-indazol-6-yl)-2-[(oxiran-2-yl)methyl]-2,3-dihydro-1H-isoindol-1-one